COS(=O)(=O)[O-].C(C=C)C(C[NH+](CCO)CC)CC=C diallyldiethyl-(hydroxyethyl)ammonium methyl-sulfate